4-(3-formyl-1H-1,2,4-triazol-1-yl)piperidine-1-carboxylic acid tert-butyl ester C(C)(C)(C)OC(=O)N1CCC(CC1)N1N=C(N=C1)C=O